COC(C1=C(C(=CC=C1)N1CC(C1)OC1=CC=C(C=C1)CO)C=1C=CC2=C(SC=C2)C1)=O.C(C)(=O)N1C=C(C2=CC=CC=C12)NC(N(C(C)C)CC(=O)NCC1=C(C(=CC=C1)Cl)F)=O 2-(3-(1-acetyl-1H-indol-3-yl)-1-isopropylureido)-N-(3-chloro-2-fluorophenylmethyl)acetamide Methyl-2-(benzo[b]thiophen-6-yl)-3-(3-(4-(hydroxymethyl)phenoxy)azetidin-1-yl)benzoate